isopropyl (R)-2-(((benzyloxy)carbonyl)amino)-2-(2-hydroxyquinolin-6-yl)-4,4-dimethylpentanoate C(C1=CC=CC=C1)OC(=O)N[C@](C(=O)OC(C)C)(CC(C)(C)C)C=1C=C2C=CC(=NC2=CC1)O